5-CHLORO-3-PROPYL-1-(PYRIDIN-4-YL)-1H-PYRAZOLE-4-CARBALDEHYDE ClC1=C(C(=NN1C1=CC=NC=C1)CCC)C=O